6-benzyl-3-{2-[(2-methylpyrimidin-4-yl)amino]pyridin-4-yl}-7,8-dihydro-1,6-naphthyridin-5(6H)-one C(C1=CC=CC=C1)N1C(C=2C=C(C=NC2CC1)C1=CC(=NC=C1)NC1=NC(=NC=C1)C)=O